C(C)(C)(C)NC(OC1CC(CC1)N)=O 3-aminocyclopentyl tert-butylcarbamate